FC1CC(C1)(CC1=NN=CN1C)C=1C=C(C=CC1)NC(C1=NC(=CC=C1)C(F)(F)F)=O N-(3-((1R,3S)-3-fluoro-1-((4-methyl-4H-1,2,4-triazol-3-yl)methyl)cyclobutyl)phenyl)-6-(trifluoromethyl)picolinamide